3-(4-Amino-7-methyl-6-(1-propoxyethyl)-9H-pyrido[3',2':4,5]pyrrolo[2,3-d]pyrimidin-9-yl)-2,4-dimethylphenol NC=1C2=C(N=CN1)N(C1=C2C=C(C(=N1)C)C(C)OCCC)C=1C(=C(C=CC1C)O)C